CYCLOHEXENE-1-CARBALDEHYDE C1(=CCCCC1)C=O